COC1=CC=C(C=C1)C(CCC(=O)OC1C2(CCC(C1(C)C)C2)C)=O 1,3,3-Trimethylbicyclo[2.2.1]heptan-2-yl 4-(4-methoxyphenyl)-4-oxobutanoate